1-((4-(6-isopropyl-5-(8-methyl-[1,2,4]triazolo[1,5-a]pyridin-6-yl)-4H-pyrrolo[3,2-d]thiazol-2-yl)cyclohexyl)amino)-2-methylpropan-2-ol C(C)(C)C1=C(NC2=C1N=C(S2)C2CCC(CC2)NCC(C)(O)C)C=2C=C(C=1N(C2)N=CN1)C